2-(7-bromo-5H-pyrrolo[3,2-d]pyrimidin-5-yl)-5-fluorobenzoic acid BrC1=CN(C2=C1N=CN=C2)C2=C(C(=O)O)C=C(C=C2)F